CC1=NC(=CC(=C1)C=1NC2=CC=C(C=C2C1C(C)C)C1CCN(CC1)CCCOC)C 2-(2,6-dimethylpyridin-4-yl)-3-isopropyl-5-(1-(3-methoxypropyl)piperidin-4-yl)-1H-indole